methoxy-γ-butyrolactone COC1C(=O)OCC1